ClC=1N=C(SC1)C1=NOC(=N1)C1=CCCC(O1)(C)C (R)-6-(3-(4-chlorothiazol-2-yl)-1,2,4-oxadiazol-5-yl)-2,2-dimethyl-3,4-dihydro-2H-pyran